2,5-di-tert-butyl-2,4-dihydro-3H-pyrazol-3-one C(C)(C)(C)N1N=C(CC1=O)C(C)(C)C